C1(CCCCC1)OC1=CC2=C(OC[C@@H](C(N2C)=O)NC(OC(C)(C)C)=O)C=C1 tert-butyl (S)-(7-(cyclohexyloxy)-5-methyl-4-oxo-2,3,4,5-tetrahydrobenzo[b][1,4]oxazepin-3-yl)carbamate